6-[(5-bromo-2-methyl-1,2,4-triazol-3-yl)amino]-2H-isoquinolin-1-one BrC=1N=C(N(N1)C)NC=1C=C2C=CNC(C2=CC1)=O